ClC1=NC=CC=2N1C(=NN2)C=2C=C1C=CNC1=CC2 5-chloro-3-(1H-5-indolyl)-[1,2,4]triazolo[4,3-c]pyrimidine